(1R,5S,6s)-6-(methylamino)-3-azabicyclo[3.1.0]Hexane-3-carboxylic acid tert-butyl ester C(C)(C)(C)OC(=O)N1C[C@@H]2C([C@@H]2C1)NC